[C@H]12CCC([C@H](OC1)O2)O (1S,5R)-6,8-dioxabicyclo[3.2.1]octan-4-ol